ClC1=C(C=C(OCCCN2C(=C(C(=C2)S(=O)(=O)CC2=CC=CC=C2)C)C(=O)O)C=C1C)C 1-(3-(4-Chloro-3,5-dimethylphenoxy)propyl)-3-methyl-4-toluenesulfonyl-1H-pyrrole-2-carboxylic acid